C(C)(C)NC=1C2=C(NC(C1)=O)C=CS2 7-(isopropylamino)thieno[3,2-b]pyridin-5(4H)-one